N1(CCC1)C(CN1N=C(C2=NC=C(C=C21)C2=CC(=C(C=C2)Cl)OC(F)F)F)=O 1-(Azetidin-1-yl)-2-[6-[4-chloro-3-(difluoromethoxy)phenyl]-3-fluoro-pyrazolo[4,3-b]pyridin-1-yl]ethanone